C(C)(C)(C)OC(=O)NCC1=CC(=C(C(=C1)C)NC(=O)C1=CC2=C(OCCC3=C2SC=C3)C=C1C=1C(=NC(=CC1)N1CCCCC1)C(=O)OC)C methyl 3-(9-((4-(((tert-butoxycarbonyl)amino)methyl)-2,6-dimethylphenyl)carbamoyl)-4,5-dihydrobenzo[b]thieno[2,3-d]oxepin-8-yl)-6-(piperidin-1-yl)picolinate